(S)-2-cyclopropyl-5-[1-(2-difluoromethyl-6-fluoro-phenyl)-piperidin-4-yl]-4-methyl-7-(2-trifluoromethyl-benzyl)-2,4,5,7-tetrahydro-pyrazolo[3,4-d]pyrimidin-6-one C1(CC1)N1N=C2N(C(N([C@H](C2=C1)C)C1CCN(CC1)C1=C(C=CC=C1F)C(F)F)=O)CC1=C(C=CC=C1)C(F)(F)F